ClC=1C=C(C=C(C1)Cl)CS(=O)(=O)NC1=CC=C(C=C1)NC(=O)NCC1=CC=NC=C1 1-(3,5-dichlorophenyl)-N-(4-(3-(pyridin-4-ylmethyl)ureido)phenyl)methanesulfonamide